6-tert-butyl-5H-pyrrolo[2,3-b]pyrazine-3-carbaldehyde C(C)(C)(C)C1=CC=2C(=NC(=CN2)C=O)N1